C(CCCCCCCCCCCCCC)(=O)OC[C@@H](OC(CCCCCCCCCCCCCC)=O)COP(=O)(O)OCC[N+](C)(C)C 1,2-Dipentadecanoyl-sn-glycero-3-phosphorylcholine